(R)-4-(2-chloro-7-(4-isopropylsulfonylphenyl)thieno[3,2-d]Pyrimidin-4-yl)-3-methylmorpholine ClC=1N=C(C2=C(N1)C(=CS2)C2=CC=C(C=C2)S(=O)(=O)C(C)C)N2[C@@H](COCC2)C